C(CCC)N1C(=NC(=C1)C)C 1-butyl-2,4-dimethylimidazole